NC=1C=CC(=NC1)N1N=C(C(=C1)C1=CN=C(N1C)C(=O)NC1=CC(=C(C=C1)C(=O)N1CCN(CC1)C(=O)C1(CCNCC1)O)Cl)C(F)(F)F 5-[1-(5-amino-2-pyridyl)-3-(trifluoromethyl)pyrazol-4-yl]-N-[3-chloro-4-[4-(4-hydroxypiperidine-4-carbonyl)piperazine-1-carbonyl]phenyl]-1-methyl-imidazole-2-carboxamide